8-(3-(2,4-difluoro-3-hydroxy-5-(trifluoromethyl)phenyl)-1-methyl-1H-pyrazolo[3,4-d]pyrimidin-6-yl)-2,8-diazaspiro[4.5]decan-1-one FC1=C(C=C(C(=C1O)F)C(F)(F)F)C1=NN(C2=NC(=NC=C21)N2CCC1(CCNC1=O)CC2)C